BrC=1C=C(C(=O)OC)C=C(C1)C(O)C1=C(C=C(C(=C1)Br)F)F methyl 3-bromo-5-((5-bromo-2,4-difluorophenyl) (hydroxy)methyl)benzoate